C(CCCCCCCCCCCCCC)=O 8Z-pentadecanal